(1R,3r)-3-((2,2-difluoro-1-hydroxy-7-(trifluoromethylsulfanyl)-2,3-dihydro-1H-inden-4-yl)oxy)-1-methylcyclobutane-1-carbonitrile FC1([C@@H](C2=C(C=CC(=C2C1)OC1CC(C1)(C#N)C)SC(F)(F)F)O)F